FC1=C(C=CC(=C1)OC[C@@H](CN1N=CN=N1)O)C(=O)N1C[C@H](CC1)C1=CC=C(C=C1)F (2-fluoro-4-((R)-2-hydroxy-3-(2H-tetrazol-2-yl)propoxy)phenyl)((R)-3-(4-fluorophenyl)pyrrolidin-1-yl)methanone